4-(1-((3,3-difluorocyclopentyl)methyl)-3-methoxy-4-(trifluoromethyl)-1H-pyrazole-5-carboxamido)picolinamide FC1(CC(CC1)CN1N=C(C(=C1C(=O)NC1=CC(=NC=C1)C(=O)N)C(F)(F)F)OC)F